3,6-dibromo-9,10-dibutoxy-2,7-bis((4-butoxyphenyl)ethynyl)phenanthrene BrC=1C(=CC=2C(=C(C3=CC(=C(C=C3C2C1)Br)C#CC1=CC=C(C=C1)OCCCC)OCCCC)OCCCC)C#CC1=CC=C(C=C1)OCCCC